BrC1=CC=C(C(=N1)OCC1=CC=C(C#N)C=C1)Cl 4-[(6-bromo-3-chloro-2-pyridyl)oxymethyl]benzonitrile